C[C@@H](CCC=C(C)C)CCBr (S)-(+)-citronellyl bromide